N(=[N+]=[N-])[C@H]1[C@H](O)O[C@@H]([C@H]([C@@]1(O)C(C1=CC=CC=C1)=O)O)C(O)C(C1=CC=CC=C1)=O 2-azido-3,6-di-benzoyl-2-deoxy-beta-D-glucopyranose